4-nitrophenyl bicyclo[1.1.0]butane-1-carboxylate C12(CC2C1)C(=O)OC1=CC=C(C=C1)[N+](=O)[O-]